ethyl 3-(3-(1-(1H-pyrazol-3-yl)ethyl)-2-fluorophenyl)propanoate N1N=C(C=C1)C(C)C=1C(=C(C=CC1)CCC(=O)OCC)F